N-(3-((4-amino-2-(ethoxymethyl)-1-methyl-1H-imidazo[4,5-c]quinolin-9-yl)oxy)propyl)palmitamide NC1=NC=2C=CC=C(C2C2=C1N=C(N2C)COCC)OCCCNC(CCCCCCCCCCCCCCC)=O